BrCCCCC(=O)Cl bromovaleryl chloride